C12=CC(=CC=C2CC1)[C@@H]1[C@@H](C=2C=CC(=CC2CC1)O)C1=CC=C(C=C1)N1CCC(CC1)C(OC)OC (5R,6S)-6-(bicyclo[4.2.0]octa-1,3,5-trien-3-yl)-5-(4-(4-(dimethoxymethyl)piperidin-1-yl)phenyl)-5,6,7,8-tetrahydronaphthalen-2-ol